5-Iodosalicylaldehyde IC1=CC=C(C(C=O)=C1)O